N-(4-(2-(((1r,4r)-4-(dimethylamino)cyclohexyl)amino)-8-isopropyl-7-oxo-7,8-dihydropteridin-6-yl)-2-fluorophenyl)-1-(4-fluorophenyl)methane-sulfonamide CN(C1CCC(CC1)NC1=NC=2N(C(C(=NC2C=N1)C1=CC(=C(C=C1)NS(=O)(=O)CC1=CC=C(C=C1)F)F)=O)C(C)C)C